CN1N=C2N=C(C(=CC2=C1)N1N=C(C(=C1C)C(C)C)C=1C2=CN(N=C2C=CC1)C[C@H](OCC(=O)OCC)C1=CC=CC=C1)C ethyl 2-[(1R)-2-[4-(1-{2,6-dimethyl-2H-pyrazolo[3,4-b]pyridin-5-yl}-5-methyl-4-(propan-2-yl)-1H-pyrazol-3-yl)-2H-indazol-2-yl]-1-phenylethoxy]acetate